tert-butyl N-[2-amino-4-(4-fluorophenyl)phenyl]carbamate NC1=C(C=CC(=C1)C1=CC=C(C=C1)F)NC(OC(C)(C)C)=O